N'-hydroxy-5-((1-(4-(trifluoromethyl)phenyl)-1H-pyrazol-4-yl)amino)pyrazine-2-carboxamidine ON=C(N)C1=NC=C(N=C1)NC=1C=NN(C1)C1=CC=C(C=C1)C(F)(F)F